4-((4-Hydroxycyclohexyl)amino)-2-(((S)-2,3,4,5-tetrahydro-3-hydroxybenzo[b][1,4]oxazepin-7-yl)amino)pyrimidine-5-carboxamide OC1CCC(CC1)NC1=NC(=NC=C1C(=O)N)NC1=CC2=C(OC[C@H](CN2)O)C=C1